CC1(OB(OC1(C)C)C=1C=NN(C1)CC(=O)N)C 2-(4-(4,4,5,5-tetramethyl-1,3,2-dioxaborolan-2-yl)-1H-pyrazol-1-yl)acetamide